tert-butyl (s)-2-((2E,4E)-11-methyldodeca-2,4-dienamido)butanoate CC(CCCCC/C=C/C=C/C(=O)N[C@H](C(=O)OC(C)(C)C)CC)C